(4-(7-((3-(4-fluoropiperidin-1-yl) propyl) carbamoyl)-6-(2-methoxyethoxy) benzo[d]imidazo[2,1-b]thiazol-2-yl) phenyl) pyrrolidine-1-carboxylate N1(CCCC1)C(=O)OC1=CC=C(C=C1)C=1N=C2SC3=C(N2C1)C=C(C(=C3)C(NCCCN3CCC(CC3)F)=O)OCCOC